OC(CC(C(=O)[O-])(CC1CCCCC1)C)CC(C(=O)[O-])(CC1CCCCC1)C 2-hydroxypropane-1,3-diylbis(3-cyclohexyl-2-methylpropionate)